tert-butyl (S)-(1-(3-bromo-5-formylpyridin-4-yl)-3-methylpyrrolidin-3-yl)carbamate BrC=1C=NC=C(C1N1C[C@@](CC1)(C)NC(OC(C)(C)C)=O)C=O